2-(cyclopropylethynyl)-6H-pyrano[3,4-B]pyridin-5(8H)-one C1(CC1)C#CC1=CC=C2C(=N1)COCC2=O